5-[5-[(1R)-1-(3,5-dichloro-4-pyridinyl)ethoxy]-6-methoxy-1-tetrahydropyran-2-yl-indazol-3-yl]-2-[3-(isobutylamino)-3-methyl-azetidin-1-yl]pyridine-3-carbonitrile ClC=1C=NC=C(C1[C@@H](C)OC=1C=C2C(=NN(C2=CC1OC)C1OCCCC1)C=1C=C(C(=NC1)N1CC(C1)(C)NCC(C)C)C#N)Cl